[N+](=O)([O-])C1(C(=O)O)CC(=CC(=C1)[N+](=O)[O-])[N+](=O)[O-] 1,3,5-trinitrobenzoic acid